9-(6-Phenyl-2-oxohex-3-yl)-2-(3,4-dimethoxybenzyl)-purin C1(=CC=CC=C1)CCCC(C(C)=O)N1C2=NC(=NC=C2N=C1)CC1=CC(=C(C=C1)OC)OC